FC1=C(OC2=C(C=C(C=C2)NS(=O)(=O)CC)C2=CC(=NC(=C2)C(O)C)C)C=CC(=C1)F 4-(2-(2,4-difluorophenoxy)-5-(ethylsulfonylamino)phenyl)-2-methyl-6-(oxaprop-2-yl)pyridine